N[C@@H]1CN(C[C@@H]1F)C=1C=C(C=CC1)N1C=NC(=C1)NC=1N=CC(=NC1)C#N 5-((1-(3-((3R,4S)-3-Amino-4-fluoropyrrolidin-1-yl)phenyl)-1H-imidazol-4-yl)amino)pyrazine-2-carbonitrile